C(C)(C)(C)OC(N[C@@H]1CC[C@H](CC1)N(C(COC1=CC=CC=C1)=O)C1=NC=C(C=C1)C=1C=NC(=NC1)OC)=O (trans-4-((5-(2-methoxypyrimidin-5-yl)pyridin-2-yl)(phenoxyacetyl)amino)cyclohexyl)carbamic acid tert-butyl ester